3-ethyl-5-(4-(1-ethylpiperidin-4-yl)piperazin-1-yl)-2-(2-methoxypyridin-4-yl)-1H-indole C(C)C1=C(NC2=CC=C(C=C12)N1CCN(CC1)C1CCN(CC1)CC)C1=CC(=NC=C1)OC